ClCC(=O)N[C@H](CC1=CC=CC=C1)C(=O)OCC(F)(F)F 2,2,2-Trifluoroethyl (2-chloroacetyl)-D-phenylalaninate